[K+].S(=O)(=O)([O-])OS(=O)(=O)[O-].[K+] disulfate potassium salt